BrC1=C(C=C(C=C1C)Cl)F 2-bromo-5-chloro-1-fluoro-3-methylbenzene